3-[[4-(4-fluoro-2,6-dimethyl-phenyl)-6-[(2R)-4-methyl-2-(spiro[2.3]hexan-5-ylamino)pentoxy]pyrimidin-2-yl]sulfamoyl]benzoic acid FC1=CC(=C(C(=C1)C)C1=NC(=NC(=C1)OC[C@@H](CC(C)C)NC1CC2(CC2)C1)NS(=O)(=O)C=1C=C(C(=O)O)C=CC1)C